COC(=O)C1(CCNCC1)NNC(=O)OC(C)(C)C 4-((tert-butoxycarbonylamino)amino)piperidine-4-carboxylic acid methyl ester